CC1=CC(=NC=C1[N+](=O)[O-])OC=1C=NC(=CC1)C1=CC=CC=C1 4-methyl-5-nitro-2-((6-phenylpyridin-3-yl)oxy)pyridine